6,7,8,9-tetrahydroimidazo[1,2-a]pyrido[3,4-e]pyrimidine-5(4H)-one C1=CN=C2N1C1=C(C(N2)=O)CNCC1